tert-butyl (1-(((5-(2-(cyclopropanecarboxamido)pyrazolo[1,5-a]pyridin-5-yl)-1-methyl-1H-pyrazol-4-yl)oxy)methyl)cyclopropyl)(methyl)carbamate C1(CC1)C(=O)NC1=NN2C(C=C(C=C2)C2=C(C=NN2C)OCC2(CC2)N(C(OC(C)(C)C)=O)C)=C1